N[C@@H]1C[C@@H](CCC1)C1=NC=2C(=NC=CC2C2CCN(CC2)C(=O)C2=CC=C(C=C2)OC(F)(F)F)N1 |r| [4-[2-[rac-(1R,3S)-3-aminocyclohexyl]-3H-imidazo[4,5-b]pyridin-7-yl]-1-piperidyl]-[4-(trifluoromethoxy)phenyl]methanone